N-[(2E)-3-(imino[4-(methylamino)phenyl]oxo-λ6-sulfanyl)prop-2-en-1-yl]-2-oxo-1,2,5,6,7,8-hexahydroquinoline-3-carboxamide N=S(/C=C/CNC(=O)C=1C(NC=2CCCCC2C1)=O)(=O)C1=CC=C(C=C1)NC